2-(3-(4-methoxyphenyl)-1-phenyl-1H-pyrazol-5-yl)aniline COC1=CC=C(C=C1)C1=NN(C(=C1)C1=C(N)C=CC=C1)C1=CC=CC=C1